[Cl-].C(C(=C)C)(=O)CC[N+](C)(C)C 2-(methacryloyl)-ethyltrimethyl-ammonium chloride